(4-(6-((1-((4-chloro-1H-indol-7-yl)methyl)-4-hydroxypiperidin-4-yl)methyl)-2-methyl-7-oxo-6,7-dihydro-2H-pyrazolo[4,3-d]pyrimidin-3-yl)benzyl)carbamic acid tert-butyl ester C(C)(C)(C)OC(NCC1=CC=C(C=C1)C=1N(N=C2C1N=CN(C2=O)CC2(CCN(CC2)CC=2C=CC(=C1C=CNC21)Cl)O)C)=O